N-(2-Aminoethyl)-N,N-dimethyl-2,3-bis(tetradecyloxy)-1-propanaminium bromide [Br-].NCC[N+](CC(COCCCCCCCCCCCCCC)OCCCCCCCCCCCCCC)(C)C